(R,E)-N-((1,2,3,5,6,7-Hexahydro-s-indacen-4-yl)carbamoyl)-2-(1-(tetrahydro-2H-pyran-4-yl)pyrrolidin-2-yl)ethen-1-sulfonamid C1CCC2=C(C=3CCCC3C=C12)NC(=O)NS(=O)(=O)\C=C\[C@@H]1N(CCC1)C1CCOCC1